2-[3,5-dichloro-4-[[3-(2-chlorophenyl)-4-hydroxy-phenyl]methyl]phenoxy]acetic acid ClC=1C=C(OCC(=O)O)C=C(C1CC1=CC(=C(C=C1)O)C1=C(C=CC=C1)Cl)Cl